C1(NCCC2=CC=CC=C12)=O 3,4-dihydro-isoquinolin-1-one